ClC(OC1=CC=C(C=C1)NC(=O)C1=CC(=C2C(C(N(C2=C1)C)=O)(C)C)C1=CC=NN1)(F)F N-(4-(chlorodifluoromethoxy)phenyl)-1,3,3-trimethyl-2-oxo-4-(1H-pyrazol-5-yl)indoline-6-carboxamide